C(C)OC=1C(=CC=2C(=NN(N2)C)C1)NC(=O)N1CCC=2C1=NC=CC2N2C[C@H](N(CC2)C(=O)OC(C)(C)C)C tert-butyl (R)-4-(1-((6-ethoxy-2-methyl-2H-benzo[d][1,2,3]triazol-5-yl)carbamoyl)-2,3-dihydro-1H-pyrrolo[2,3-b]pyridin-4-yl)-2-methylpiperazine-1-carboxylate